water carbonate C(O)(O)=O.O